C1(CC1)N(C1CCN(CC1)C=1C2=CN(N=C2C(=CC1)C(=O)O)C)C 4-[4-[cyclopropyl(methyl)amino]-1-piperidyl]-2-methyl-indazole-7-carboxylic acid